ClC1=CC=C(C=C1)C1=CC=2C3=C(C=NC2C=C1)N(C(N3C=3C=C(C=CC3)CNC)=N)C 1-(3-(8-(4-Chlorophenyl)-2-imino-3-methyl-2,3-dihydro-1H-imidazo[4,5-c]quinolin-1-yl)phenyl)-N-methyl-methylamine